NCCCCNCC(=O)O Aminobutyl-Glycine